FC1(OC2=C(O1)C=C(C(=C2)C(=O)NC2=CC(=C(C=C2)F)C(F)(F)F)NC(C2=C(C=CC(=C2)C2=NOC(C2)(C)CO)OC)=O)F 2,2-difluoro-N-(4-fluoro-3-(trifluoromethyl)phenyl)-6-(5-(5-(hydroxymethyl)-5-methyl-4,5-dihydroisoxazol-3-yl)-2-methoxybenzamido)benzo[d][1,3]dioxole-5-carboxamide